(S)-5-(2-aminoacetamido)-2-methyl-N-(1-(naphthalen-1-yl)ethyl)benzamide NCC(=O)NC=1C=CC(=C(C(=O)N[C@@H](C)C2=CC=CC3=CC=CC=C23)C1)C